N-(8,9-difluoro-6-oxo-1,4,5,6-tetrahydro-2H-pyrano[3,4-c]isoquinolin-1-yl)-N-methyl-2-(trifluoromethyl)-1H-imidazole-5-carboxamide FC=1C(=CC=2C3=C(NC(C2C1)=O)COCC3N(C(=O)C3=CN=C(N3)C(F)(F)F)C)F